4-Cyclopropyl-4-oxo-butyric acid C1(CC1)C(CCC(=O)O)=O